2-(2-((4-methoxyphenyl)thio)-5-methyl-1H-pyrrol-1-yl)pyridine COC1=CC=C(C=C1)SC=1N(C(=CC1)C)C1=NC=CC=C1